4-(2-((tert-butoxycarbonyl)amino)pyridin-3-yl)-4-hydroxyazepane-1-carboxylic acid tert-butyl ester C(C)(C)(C)OC(=O)N1CCC(CCC1)(O)C=1C(=NC=CC1)NC(=O)OC(C)(C)C